BrC1=C(C=C2C=CNC2=C1)OCCC1=CC=C(C=C1)C(F)(F)F 6-bromo-5-(4-(trifluoromethyl)phenethoxy)-1H-indole